(2-(tetrahydro-2H-pyran-4-yl)-2H-pyrazolo[4,3-b]Pyridin-5-yl)methanol O1CCC(CC1)N1N=C2C(N=C(C=C2)CO)=C1